NC1=CC(=C(OC=2C=C3CCN(CC3=CC2)C2=NC=CC=C2)C(=C1)Cl)Cl 6-(4-amino-2,6-dichlorophenoxy)-2-(pyridin-2-yl)-3,4-dihydroisoquinoline